C(C)(C)(C)OC(=O)N1[C@@H](C2=CC=C(C(=C2CC1)C1=CC(=C(C(=C1)C(C)C)O)F)OC)C (1R)-5-(3-fluoro-4-hydroxy-5-isopropyl-phenyl)-6-methoxy-1-methyl-3,4-dihydro-1H-isoquinoline-2-carboxylic acid tert-butyl ester